2-methoxyethyl (1S,2R,5R)-3-((4-((5-fluoropyridin-2-yl)oxy)phenyl)-sulfonyl)-2-(hydroxycarbamoyl)-3,8-diazabicyclo-[3.2.1]octane-8-carboxylate FC=1C=CC(=NC1)OC1=CC=C(C=C1)S(=O)(=O)N1[C@H]([C@@H]2CC[C@H](C1)N2C(=O)OCCOC)C(NO)=O